(2r,5s)-3-(4-aminophenylethyl)-2-(1-(4-bromophenyl)-4-(4-fluorophenyl)-1H-pyrrol-3-yl)-5-methyloxazolidin-4-one NC1=CC=C(C=C1)CCN1[C@H](O[C@H](C1=O)C)C1=CN(C=C1C1=CC=C(C=C1)F)C1=CC=C(C=C1)Br